6-cyano-7-(5,7-dihydro-6H-pyrrolo[3,4-b]pyridin-6-yl)-1-(5-meth-oxypyrazin-2-yl)-4-oxo-1,4-dihydroquinoline-3-carboxylic acid C(#N)C=1C=C2C(C(=CN(C2=CC1N1CC2=NC=CC=C2C1)C1=NC=C(N=C1)OC)C(=O)O)=O